C1(CC1)S(=O)(=O)N1N=CC(=C1)C1=NC=CC(=N1)NC1=NC=C(C(=C1)NC1CCC(CC1)CN(C)C)C1=NC=C(N=C1)OC(F)F N2-(2-(1-(Cyclopropylsulfonyl)-1H-pyrazol-4-yl)pyrimidin-4-yl)-5-(5-(difluoromethoxy)pyrazin-2-yl)-N4-((1s,4s)-4-((dimethylamino)methyl)cyclohexyl)pyridine-2,4-diamine